C[C@@H](C(=O)C1=CC=CC=C1)NC The molecule is a 2-methylamino-1-phenylpropan-1-one that has (S)-configuration. It is a conjugate base of a (S)-methcathinone(1+). It is an enantiomer of a (R)-methcathinone.